C1(CC1)C=1C(=CC(=NC1)C(=C)OCC)N1C(C=C(C=C1C)OCC1=NC=C(C=C1F)F)=O 5'-cyclopropyl-4-[(3,5-difluoropyridin-2-yl)methoxy]-2'-(1-ethoxyethenyl)-6-methyl-[1,4'-bipyridin]-2-one